The molecule is a pyrimidine having a 4-hydroxyaminobenzenesulfonamido group at the 2-position. It has a role as a drug metabolite. It is a sulfonamide and a member of pyrimidines. It derives from a sulfanilamide. C1=CN=C(N=C1)NS(=O)(=O)C2=CC=C(C=C2)NO